2-(2,6-dioxopiperidin-3-yl)-5-((6-(methylamino)hexyl)oxy)isoindoline-1,3-dione O=C1NC(CCC1N1C(C2=CC=C(C=C2C1=O)OCCCCCCNC)=O)=O